CC1(OC=2C=C(C=CC2C=2C1=NC(=NC2)NC2=CC1=C(OCCN1C(=O)NC)N=C2)N2C(CCC2)=O)C 7-{[5,5-dimethyl-8-(2-oxopyrrolidin-1-yl)-5H-chromeno[3,4-d]pyrimidin-3-yl]amino}-N-methyl-1H,2H,3H-pyrido[2,3-b][1,4]oxazine-1-carboxamide